Br[C@@H]1C[C@H]2[C@@H]3CC[C@H]([C@@H](CCCC(C)C)C)[C@]3(CC[C@@H]2[C@]2(CCC(C=C12)=O)C)C 6β-bromocholest-4-en-3-one